ClC=1C=CC(=C(N)C1)OC 5-chloro-2-methoxyaniline